4-(2-{[(2R,7aS)-2-fluoro-hexahydropyrrolizin-7a-yl]methoxy}-8-fluoro-5-[(2S)-2-methylazetidin-1-yl]pyrido[4,3-d]pyrimidin-7-yl)-6-fluoro-5-[2-(triisopropylsilyl)ethynyl]quinazolin-2-ol F[C@@H]1C[C@@]2(CCCN2C1)COC=1N=CC2=C(N1)C(=C(N=C2N2[C@H](CC2)C)C2=NC(=NC1=CC=C(C(=C21)C#C[Si](C(C)C)(C(C)C)C(C)C)F)O)F